(2s,6r)-2,4,6-trimethylmorpholine C[C@H]1CN(C[C@H](O1)C)C